BrC1=CC=C(S1)C(C=CC1=CC=C(C=C1)N(C1=CC=CC=C1)C1=CC=CC=C1)=O 1-(5-bromothiophene-2-yl)-3-(4-(N,N-diphenylamino)phenyl)prop-2-en-1-one